7-(2-(4-(benzothiazol-2-yl)piperazin-1-yl)ethoxy)quinolin-2(1H)-one S1C(=NC2=C1C=CC=C2)N2CCN(CC2)CCOC2=CC=C1C=CC(NC1=C2)=O